bis[4-(p-aminophenoxy) phenyl] sulfone NC1=CC=C(OC2=CC=C(C=C2)S(=O)(=O)C2=CC=C(C=C2)OC2=CC=C(C=C2)N)C=C1